4-Hydroxy-3,5-dimethylbenzoic acid methyl ester COC(C1=CC(=C(C(=C1)C)O)C)=O